CC1(C=C(C(CC1)=O)C(NC1=CC(=CC=C1)C(NC1=CC=C(C=C1)NC1=NC=CC(=N1)C=1C=NC=CC1)=O)=O)C(=O)[O-] 1-methyl-4-oxo-3-((3-((4-((4-(pyridin-3-yl)pyrimidin-2-yl)amino)phenyl)carbamoyl)phenyl)carbamoyl)cyclohex-2-ene-1-carboxylate